OC1=C(C=C(C=C1)NC(C(=C)C)=O)N1N=C2C(=N1)C=CC(=C2)OC 2-(2'-hydroxy-5'-methacrylamidophenyl)-5-methoxybenzotriazole